3-(tert-butyl) 1-ethyl 8-((3,5-difluoro-4-(4-fluorophenoxy)-phenyl)sulfonyl)-3,8-diazabicyclo[3.2.1]octane-1,3-dicarboxylate FC=1C=C(C=C(C1OC1=CC=C(C=C1)F)F)S(=O)(=O)N1C2(CN(CC1CC2)C(=O)OC(C)(C)C)C(=O)OCC